COC=1C=CC2=C(CCC=3C=NC(=NC23)NC2=CC=C(C=C2)NC(=O)NC2=NOC(=C2)C)C1 (4-((8-methoxy-5,6-dihydrobenzo[h]quinazolin-2-yl)amino)phenyl)-3-(5-methylisoxazol-3-yl)urea